ethyl (trans)-2-(2-(azetidin-1-yl)ethoxy)cyclopropane-1-carboxylate N1(CCC1)CCO[C@H]1[C@@H](C1)C(=O)OCC